COC1=CC=C(CN2C(C(CC2)(C2=CC(=NN2COCC[Si](C)(C)C)C2=NC=CC=C2NC2=CC=C(C=C2)C(F)(F)F)C)=O)C=C1 1-(4-methoxybenzyl)-3-methyl-3-(3-(3-((4-(trifluoromethyl)phenyl)amino)pyridin-2-yl)-1-((2-(trimethylsilyl)ethoxy)methyl)-1H-pyrazol-5-yl)pyrrolidin-2-one